FC1=NN2C(N=CC3=C2C(CC3)(C(F)(F)F)C)=C1 2-fluoro-8-methyl-8-(trifluoromethyl)-7,8-dihydro-6H-cyclopenta[e]pyrazolo[1,5-a]pyrimidine